(E)-N,N-dimethyl-4-(6-(2-(3-methylbenzylidene)hydrazinyl)-2-morpholino-9H-purin-9-yl)piperidine-1-carboxamide CN(C(=O)N1CCC(CC1)N1C2=NC(=NC(=C2N=C1)N/N=C/C1=CC(=CC=C1)C)N1CCOCC1)C